2,5-di(tert-butylperoxy)-2,5-dimethylhexane C(C)(C)(C)OOC(C)(CCC(C)(C)OOC(C)(C)C)C